1-[(3,4-dimethoxyphenyl)methyl]-6,7-dimethoxyisoquinoline COC=1C=C(C=CC1OC)CC1=NC=CC2=CC(=C(C=C12)OC)OC